3-(4-((4-((4,4-dimethylpiperidin-1-yl)methyl)benzyl)thio)-1-oxoisoindolin-2-yl)piperidine-2,6-dione CC1(CCN(CC1)CC1=CC=C(CSC2=C3CN(C(C3=CC=C2)=O)C2C(NC(CC2)=O)=O)C=C1)C